ClC1=CC=C(CN2C(=NC(C=3N(C=NC23)CC(F)F)=O)NC=2C=C3C(N(CC3=CC2)CC)=O)C=C1 3-(4-chlorobenzyl)-7-(2,2-difluoroethyl)-2-((2-ethyl-3-oxoisoindol-5-yl)amino)-3,7-dihydro-6h-purin-6-one